5-((tetrahydro-2H-pyran-2-yl)oxy)pentan-1-ol O1C(CCCC1)OCCCCCO